O=C1NC(CCC1N1C(C2=CC=CC(=C2C1)NC(CCCC(=O)NCCCC1=NC(=C(N=C1)NS(=O)(=O)C1=CC=C(C=C1)NC(\C=C\C=1SC(=CC1)[N+](=O)[O-])=O)OC)=O)=O)=O (E)-N1-(2-(2,6-dioxopiperidin-3-yl)-1-oxoisoindolin-4-yl)-N5-(3-(6-methoxy-5-((4-(3-(5-nitrothiophen-2-yl)acrylamido)phenyl)sulfonamido)pyrazin-2-yl)propyl)glutaramide